3-(3-ethyl-4-oxo-spiro[6,8-dihydro-5H-pyrazolo[4,3-c]azepine-7,4'-tetrahydropyran]-1-yl)propyl isoxazole-3-carboxylate O1N=C(C=C1)C(=O)OCCCN1N=C(C=2C(NCC3(CCOCC3)CC21)=O)CC